N1=CC=CC=2CN(CCC12)C1=C(C=C(C=N1)C(=O)NC1CCOCC1)C 6-(7,8-dihydro-5H-1,6-naphthyridin-6-yl)-5-methyl-N-tetrahydropyran-4-yl-pyridine-3-carboxamide